Racemic-(12R)-20-Amino-18-cyclopropyl-6-(trifluoromethyl)-22-oxa-3,4,16,21-tetraazatetracyclo[15.3.1.12,5.012,16]docosa-1(20),2,4,17(21),18-pentaen-6-ol NC=1C=C(C=2N3CCC[C@H]3CCCCCC(C3=NN=C(C1N2)O3)(O)C(F)(F)F)C3CC3 |r|